CN1C=C(C2=CC=CC=C12)C1=NC(=NC=C1)NC1=CC(=CC=C1)OCCCCN1C=NC(=C1)[N+](=O)[O-] 4-(1-methyl-1H-indol-3-yl)-N-(3-(4-(4-nitro-1H-imidazol-1-yl)butoxy)phenyl)pyrimidin-2-amine